Tert-butyl-((cis-3-(((2-chloro-4-fluorobenzyl)oxy)methyl)cyclobutyl)oxy)dimethylsilane C(C)(C)(C)[Si](C)(C)O[C@@H]1C[C@@H](C1)COCC1=C(C=C(C=C1)F)Cl